5,6-dichloro-1-beta-D-ribofuranosylbenzimidazole ClC1=CC2=C(N(C=N2)[C@H]2[C@H](O)[C@H](O)[C@H](O2)CO)C=C1Cl